O.[Na+].C(CCCC)S(=O)(=O)[O-] pentanesulfonic acid sodium salt monohydrate